O=S1(CCC(CC1)N1N=C2C(=C1)CN([C@H]2C)C(=O)OC(C)(C)C)=O tert-butyl (S)-2-(1,1-dioxidotetrahydro-2H-thiopyran-4-yl)-6-methyl-2,6-dihydropyrrolo[3,4-c]pyrazole-5(4H)-carboxylate